[Si](C)(C)(C(C)(C)C)CCC1=CC(=NC=C1)C=1N=C2N(N=C(C=C2)Cl)C1 4-t-Butyldimethylsilanylethylpyridin-2-yl-6-chloroimidazo[1,2-b]pyridazine